6-bromo-1-[2-(difluoromethoxy)-6-fluorobenzyl]-2-methyl-1H-benzimidazole BrC=1C=CC2=C(N(C(=N2)C)CC2=C(C=CC=C2F)OC(F)F)C1